2-[2-[2,3-bis(non-8-enoxy)propoxy]ethoxy]ethanamine C(CCCCCCC=C)OC(COCCOCCN)COCCCCCCCC=C